CS(=O)(=O)OC=1C=C2C=C(NC2=CC1)C(=O)N1CCN(CC1)C1=NC=CC=C1NC(C)C 1-[[5-(methylsulfonyloxy)-2-indolyl]carbonyl]-4-[3-(isopropylamino)-2-pyridyl]piperazine